N-({4-[(3-methoxybenzyl)amino]-3-nitrophenyl}sulfonyl)-2-(1H-pyrrolo[2,3-b]pyridin-5-yloxy)benzamide COC=1C=C(CNC2=C(C=C(C=C2)S(=O)(=O)NC(C2=C(C=CC=C2)OC=2C=C3C(=NC2)NC=C3)=O)[N+](=O)[O-])C=CC1